1-(5-(4-((7-ethyl-6-oxo-5,6-dihydro-1,5-naphthyridin-3-yl)methyl)piperazin-1-yl)pyridin-2-yl)-3-methylurea C(C)C=1C(NC=2C=C(C=NC2C1)CN1CCN(CC1)C=1C=CC(=NC1)NC(=O)NC)=O